C1(=CC=CC=C1)NNC(=O)C=1C(=NN(C1)C=1SC=CN1)C1CC1 N'-phenyl-3-cyclopropyl-1-(thiazol-2-yl)-1H-pyrazole-4-carbohydrazide